NC=1C=C2CCC(CC2=CC1)NC(N(C)C)=O 3-(6-amino-1,2,3,4-tetrahydronaphthalen-2-yl)-1,1-dimethylurea